OC(C(=O)[O-])C(C)(C)O 2,3-dihydroxyisopentanoate